C(C)N(C=1C(=C(C(=O)NCC=2C(NC(=CC2OC)C)=O)C=C(C1)C=1C=C2C(CCC2=CC1)N1CCOCC1)C)C1CCOCC1 3-(ethyl-(tetrahydro-2H-pyran-4-yl)amino)-N-((4-methoxy-6-methyl-2-oxo-1,2-dihydropyridin-3-yl)methyl)-2-methyl-5-(3-morpholino-2,3-dihydro-1H-inden-5-yl)benzamide